FC1=C[C@H](O[C@H]1N1C2=NC=NC(=C2N=C1)OC)OCP(OCC)(OCC)=O Diethyl ((((2R,5R)-4-fluoro-5-(6-methoxy-9H-purin-9-yl)-2,5-dihydrofuran-2-yl)oxy)methyl)phosphonate